C(C)(C)(C)OC(=O)N1CCC(CC1)N1N=C(C=2CNCCC21)N2CCCC1=CC(=C(C=C21)C(F)F)C(=O)OC methyl 1-(1-(1-(tert-butoxycarbonyl)piperidin-4-yl)-4,5,6,7-tetrahydro-1H-pyrazolo[4,3-c]pyridin-3-yl)-7-(difluoromethyl)-1,2,3,4-tetrahydroquinoline-6-carboxylate